(S)-N-((S)-(4-chlorophenyl)(4-(trifluoromethyl)thiazol-2-yl)methyl)-2-oxo-oxazolidine-5-carboxamide ClC1=CC=C(C=C1)[C@H](NC(=O)[C@@H]1CNC(O1)=O)C=1SC=C(N1)C(F)(F)F